(2S)-1-tert-Butoxycarbonyl-3,6-dihydro-2H-pyridine-2-carboxylic acid benzyl ester C(C1=CC=CC=C1)OC(=O)[C@H]1N(CC=CC1)C(=O)OC(C)(C)C